(1R,3s,5S)-3-((8-isopropyl-2-(methylsulfonyl)pyrazolo[1,5-a][1,3,5]triazine-4-yl)amino)-8-azabicyclo[3.2.1]octane-8-carboxylic acid tert-butyl ester C(C)(C)(C)OC(=O)N1[C@H]2CC(C[C@@H]1CC2)NC2=NC(=NC=1N2N=CC1C(C)C)S(=O)(=O)C